OC1(CC(C1)F)C(=O)OCC1=CC=CC=C1 benzyl 1-hydroxy-3-fluorocyclobutane-1-carboxylate